CN1CCN(CC1)CCCC#C 1-methyl-4-(pent-4-yn-1-yl)piperazine